8-chloro-4-(2,6-dichloro-3,5-dimethoxyphenyl)imidazo[1,2-a][1,6]naphthyridine ClC1=NC=C2C=C(C=3N(C2=C1)C=CN3)C3=C(C(=CC(=C3Cl)OC)OC)Cl